FC(CO)(F)C=1C=C(C=C(C1)F)[C@@H](C)NS(=O)(=O)C(C)(C)C (R)-N-((R)-1-(3-(1,1-difluoro-2-hydroxyethyl)-5-fluorophenyl)ethyl)-2-methylpropane-2-sulfonamide